Di-methyl-Acetamide CC(C(=O)N)C